[Pb](I)I.[Sn] Tin lead iodide